NC1=C2N(C(N(C2=NC=N1)[C@H]1CN(CCC1)C(=O)C(C#N)=CC(C)(N1CCN(CC1)C1(COC1)C)C)=O)C1=CC=C(C=C1)OC1=CC=CC=C1 (R)-2-(3-(6-amino-8-oxo-7-(4-phenoxyphenyl)-7H-purin-9(8H)-yl)piperidine-1-carbonyl)-4-methyl-4-(4-(3-methyl-oxetan-3-yl)piperazin-1-yl)pent-2-enenitrile